CC=1C=C(C(=O)O)C=CC1C=1C=NC(=CC1)NC([C@@H]1N(CCC1)C(NC1=CC=C(C=C1)C(F)(F)F)=O)=O 3-methyl-4-{6-[(1-{[4-(trifluoromethyl)phenyl]carbamoyl}-D-prolyl)amino]pyridin-3-yl}benzoic acid